N-[5-(1H-benzimidazol-2-yl)-1-[(4-methoxyphenyl)methyl]pyrazol-3-yl]-6-[[(1S)-2-methoxy-1-methyl-ethyl]amino]pyridine-3-carboxamide N1C(=NC2=C1C=CC=C2)C2=CC(=NN2CC2=CC=C(C=C2)OC)NC(=O)C=2C=NC(=CC2)N[C@H](COC)C